Cl.CN1N=CC=C1C1CCN(CC1)C1CC2(C1)CN(CC2)C(=O)OCC ethyl cis-2-[4-(1-methyl-1H-pyrazol-5-yl)-1-piperidinyl]-6-azaspiro[3.4]octane-6-carboxylate, hydrochloride